C1C(C=CC2=C1C=CC=CC2)O dihydro-5H-benzo[7]annulen-2-ol